1-{[(2R,5R)-1-(2-{6-[Difluoro(phenyl)methyl]-3,3-dimethyl-1H,2H,3H-pyrrolo[3,2-c]pyridin-1-yl}-2-oxoethyl)-5-methylpiperazin-2-yl]methyl}pyrrolidin-2-one dihydrochloride Cl.Cl.FC(C1=CC2=C(C=N1)C(CN2C(CN2[C@H](CN[C@@H](C2)C)CN2C(CCC2)=O)=O)(C)C)(C2=CC=CC=C2)F